N(=[N+]=[N-])C1=C(C(N(C(=C1)C(F)(F)F)OC)=O)NC 4-azido-1-methoxy-3-(methylamino)-6-(trifluoromethyl)pyridin-2-one